4-(5-((8-(3,3-Dimethylbutyl)-2,8-diazaspiro[4.5]decan-2-yl)sulfonyl)pyridin-2-yl)morpholine CC(CCN1CCC2(CCN(C2)S(=O)(=O)C=2C=CC(=NC2)N2CCOCC2)CC1)(C)C